Methyl 2-[acetyl(2-trifluoromethylbenzyl)amino]-4,7-dihydro-5H-spiro[1-benzothiophene-6,2'-[1,3]dioxolane]-3-carboxylate C(C)(=O)N(C=1SC2=C(C1C(=O)OC)CCC1(OCCO1)C2)CC2=C(C=CC=C2)C(F)(F)F